ClC1=CC2=C(C=N1)C(OC21CCOCC1)O 6-chlorospiro[3H-furo[3,4-c]pyridine-1,4'-tetrahydropyran]-3-ol